para-cumylphenol barium [Ba].C(C)(C)(C1=CC=CC=C1)C1=CC=C(C=C1)O